Bis(secbutylamino)methylsilan C(C)(CC)NC(NC(C)CC)[SiH3]